C(C1=CC=CC=C1)N1CCN(CC1)[C@H]1CC[C@H](CC1)O (cis)-4-(4-benzylpiperazin-1-yl)cyclohexane-1-ol